COC=1C=C(C=CC1OC)C1=NC=CC=2C3=CC=CC=C3NC12 (3,4-dimethoxyphenyl)-β-carboline